trans-6-nitro-1-((3-(trifluoro-methyl)phenyl)amino)-2,3-dihydro-1H-inden-2-ol [N+](=O)([O-])C1=CC=C2C[C@H]([C@@H](C2=C1)NC1=CC(=CC=C1)C(F)(F)F)O